C1(=CC=CC=C1)S(=O)(=O)[N-]Cl benzenesulfonyl(chloro)azanide